CN1CNCN(C1=S)C 1,5-dimethyl-6-thioxo-[1,3,5]Triazinan